8-[(1,1-dioxo-1,2-thiazolidin-2-yl)methyl]-6-methyl-imidazo[1,2-a]pyrazin-2-amine O=S1(N(CCC1)CC=1C=2N(C=C(N1)C)C=C(N2)N)=O